C1(CC1)CC1=C(C=NN1C)C1=NC(=NC=C1)NC1CCC(CC1)N (1R,4R)-N1-(4-(5-(cyclopropyl-methyl)-1-methyl-1H-pyrazol-4-yl)pyrimidin-2-yl)cyclohexane-1,4-diamine